(2-bromo-4-nitro-phenyl)-pentafluoro-sulfane BrC1=C(C=CC(=C1)[N+](=O)[O-])S(F)(F)(F)(F)F